amino-4-(1-cyclopropyl-1H-pyrazol-3-yl)-3-methyl-1H-pyrrole-2-carboxylic acid ethyl ester C(C)OC(=O)C=1N(C=C(C1C)C1=NN(C=C1)C1CC1)N